BrCCOC=1C=C2CN(C(C2=CC1)=O)C1C(NC(CC1)=O)=O 3-(5-(2-bromoethoxy)-1-oxoisoindolin-2-yl)piperidine-2,6-dione